1-(3-(5-fluoro-2-(piperazin-1-yl)pyrimidin-4-yl)-1-methyl-4,6-dihydropyrrolo[3,4-c]pyrazol-5(1H)-yl)ethan-1-one FC=1C(=NC(=NC1)N1CCNCC1)C=1C2=C(N(N1)C)CN(C2)C(C)=O